(gamma-methacryloxypropyl)tris(trimethylsiloxy)silane C(C(=C)C)(=O)OCCC[Si](O[Si](C)(C)C)(O[Si](C)(C)C)O[Si](C)(C)C